tert-butyl (S)-6-((2-(2-(3-(3,5-dimethyl-1H-pyrazol-1-yl)phenyl)-4-methoxy-4-carbonylbutyl)-2,6-diazaspiro[3.4]octan-6-yl)methyl)-2,3-dihydro-4H-pyrido[3,2-b][1,4]oxazine-4-carboxylate CC1=NN(C(=C1)C)C=1C=C(C=CC1)[C@@H](CN1CC2(C1)CN(CC2)CC=2C=CC=1OCCN(C1N2)C(=O)OC(C)(C)C)CC(=C=O)OC